5-Nitro-2-[1-(trifluoromethyl)cyclopropyl]-1H-benzimidazole [N+](=O)([O-])C1=CC2=C(NC(=N2)C2(CC2)C(F)(F)F)C=C1